2-(((2R,3S,4R,5R)-5-(6-amino-2-chloro-9H-purin-9-yl)-3-ethynyl-3,4-dihydroxytetrahydrofuran-2-yl)methoxy)-2-(4-(1-(methoxymethyl)-2-oxo-1,2-dihydropyridin-3-yl)benzyl)malonic acid NC1=C2N=CN(C2=NC(=N1)Cl)[C@H]1[C@@H]([C@@]([C@H](O1)COC(C(=O)O)(C(=O)O)CC1=CC=C(C=C1)C=1C(N(C=CC1)COC)=O)(O)C#C)O